FC1=CC=C(C=C1)C1N(CCC2=C1SC=C2)C(=O)O 7-(4-fluorophenyl)-4,7-dihydrothieno[2,3-c]pyridine-6(5H)-carboxylic acid